ClC=1C=C2C(=CC(=NC2=CC1)C(F)(F)F)N[C@@H]1C[C@@H](CCC1)NC(C1=CC=C(C=C1)P(=O)(C)C)=O N-((1R,3S)-3-((6-chloro-2-(trifluoromethyl)quinolin-4-yl)amino)cyclohexyl)-4-(dimethylphosphoryl)benzamide